C(C)(C)(C)C1=CC=C(C(=O)NC2=C(C(=CC=C2)C=2N=C(C(N(C2)C)=O)NC2=CC=C(C=C2)C(=O)N2CCOCC2)C)C=C1 4-tert-butyl-N-[2-methyl-3-[4-methyl-6-[4-(morpholine-4-carbonyl)anilino]-5-oxopyrazin-2-yl]phenyl]benzamide